C1(CC1)NC(C(C(C[C@H]1C(NCC1)=O)NC([C@H](CC(C)(C)C)NC(C[C@H](C(F)(F)F)C1=CC=CC=C1)=O)=O)=O)=O (2S)-N-(4-(Cyclopropylamino)-3,4-dioxo-((S)-2-oxopyrrolidin-3-yl)butan-2-yl)-4,4-dimethyl-2-((S)-4,4,4-trifluoro-3-phenylbutanamido)pentanamid